7-((4-(methyl sulfonyl)phenyl)amino)-2,6-naphthyridin-1-yl trifluoromethanesulfonate FC(S(=O)(=O)OC1=NC=CC2=CN=C(C=C12)NC1=CC=C(C=C1)S(=O)(=O)C)(F)F